2-{4-[4-ethoxy-3-(1-methyl-7-oxo-3-propyl-6,7-dihydro-1H-pyrazolo[4,3-d]pyrimidin-5-yl)benzene-1-sulfonyl]piperazin-1-yl}ethyl 6-(nitrooxy)hexanoate [N+](=O)([O-])OCCCCCC(=O)OCCN1CCN(CC1)S(=O)(=O)C1=CC(=C(C=C1)OCC)C=1NC(C2=C(N1)C(=NN2C)CCC)=O